(4s,5r)-ethyl-5-(2,6-dichlorophenyl)-2-methyl-1,3-dioxolane-4-carboxylate C(C)OC(=O)[C@H]1OC(O[C@@H]1C1=C(C=CC=C1Cl)Cl)C